C1=CC=CC2=C1C1=C(C=C2)C=CC=C1 benzobenzobenzene